N-tert-butyl-5-[(1S,5R)-3-(2-chloro-4-fluoro-benzoyl)-3,8-diazabicyclo[3.2.1]octan-8-yl]-3-methyl-imidazo[1,5-a]pyridine-7-sulfonamide C(C)(C)(C)NS(=O)(=O)C1=CC=2N(C(=C1)N1[C@@H]3CN(C[C@H]1CC3)C(C3=C(C=C(C=C3)F)Cl)=O)C(=NC2)C